FC1(CC(C1)CN1N=C(C2=CC=CC=C12)[N+](=O)[O-])F 1-((3,3-Difluorocyclobutyl)methyl)-3-nitro-1H-indazole